NC1=NC=CC2=C1N(C(N2[C@H]2CN(CCC2)C(=O)C(C#N)=CC(C)(C2=NC(=CC=C2)N2CCN(CC2)C)C)=O)C2=CC=C(C=C2)OC2=CC=CC=C2 (R)-2-(3-(4-amino-2-oxo-3-(4-phenoxyphenyl)-2,3-dihydro-1H-imidazo[4,5-c]pyridin-1-yl)piperidine-1-carbonyl)-4-methyl-4-(6-(4-methylpiperazin-1-yl)pyridin-2-yl)pent-2-enenitrile